C1(CCCC1)NC(=O)C1C(C2=CC=C(C=C2C1=O)S(=O)(=O)C=1C=C2C(C(C(C2=CC1)=O)C(NC1CCCC1)=O)=O)=O N-cyclopentyl-5-{[2-(cyclopentylcarbamoyl)-1,3-dioxo-2,3-dihydro-1H-inden-5-yl]sulfonyl}-1,3-dioxo-2,3-dihydro-1H-indene-2-carboxamide